benzyl ((S)-(5-((S)-1-(5,5-difluoro-2-oxotetrahydropyrimidin-1(2H)-yl)-2-methoxyethyl)benzo[d]oxazol-2-yl)((1r,4S)-4-fluorocyclohexyl)methyl)carbamate FC1(CNC(N(C1)[C@H](COC)C=1C=CC2=C(N=C(O2)[C@H](C2CCC(CC2)F)NC(OCC2=CC=CC=C2)=O)C1)=O)F